1-(5-bromo-1-ethyl-1H-pyrrole-2-yl)ethane-1-one BrC1=CC=C(N1CC)C(C)=O